N-(1-ethyl-1H-pyrazol-4-yl)-4-(pyrrolidin-3-yl-oxy)-7H-pyrrolo[2,3-d]pyrimidin-2-amine C(C)N1N=CC(=C1)NC=1N=C(C2=C(N1)NC=C2)OC2CNCC2